ClC1=C(OCC2CCN(CCC2)C(=O)N2C[C@@H]3[C@@H](OCC(N3)=O)CC2)C=CC(=C1)F (4aR,8aS)-6-[4-[(2-Chloro-4-fluorophenoxy)methyl]azepane-1-carbonyl]-4,4a,5,7,8,8a-hexahydropyrido[4,3-b][1,4]oxazin-3-one